1-oxo-1,3-dihydroisobenzofuran-5-carboxylic acid O=C1OCC2=CC(=CC=C12)C(=O)O